C(C)(=O)OCCCCCC\C=C\CC\C=C\CCCC (E,E)-7,11-hexadecadienyl acetate